N1N=CC2=CC=C(C=C12)C1(NC(=NC=C1OC)NC1=CC=C(C=C1)N1CCN(CC1)C)N 4-(1H-indazol-6-yl)-5-methoxy-N2-(4-(4-methylpiperazin-1-yl)phenyl)pyrimidine-2,4-diamine